1-(6Z,9Z,12Z-octadecatrienoyl)-2-eicosanoyl-glycero-3-phospho-(1'-sn-glycerol) CCCCCCCCCCCCCCCCCCCC(=O)O[C@H](COC(=O)CCCC/C=C\C/C=C\C/C=C\CCCCC)COP(=O)(O)OC[C@H](CO)O